FC1=CC(=C(C=C1)C1=NC2=C(N1)C=CC(=C2)N)[N+](=O)[O-] 2-(4-Fluoro-2-nitrophenyl)-1H-benzo[d]imidazol-5-amine